CC1=C(C=CC=C1C)N1CCN(CC1)C(CN1N=C(C2=C1C[C@@H]1C2C1)C(=O)N1C(COCC1)CO)=O 1-[4-(2,3-Dimethylphenyl)piperazin-1-yl]-2-{(2bR,4aR)-3-[3-(hydroxymethyl)morpholin-4-carbonyl]-3b,4,4a,5-tetrahydro-1H-cyclopropa[3,4]cyclopenta[1,2-c]pyrazol-1-yl}ethan-1-on